O-((3R,3aS,6aR)-hexahydrofuro[2,3-b]furan-3-yl) hydrazinecarbothioate N(N)C(O[C@H]1CO[C@H]2OCC[C@H]21)=S